ClC=1C=C(C=CC1)N(S(=O)(=O)C)CC1=C(C=C(C=C1)C(=O)NNC(C(F)F)=O)F N-(3-chlorophenyl)-N-(4-(2-(2,2-difluoroacetyl)hydrazine-1-carbonyl)-2-fluorobenzyl)methanesulfonamide